FC(C1=CC2=C(N=C(N=C2)S(=O)(=O)C)C(=N1)N1CCCCC1)F 6-(difluoromethyl)-2-(methylsulfonyl)-8-(piperidin-1-yl)pyrido[3,4-d]pyrimidine